1-(2-fluoroethyl)-2,2-dimethylpiperidin-4-amine FCCN1C(CC(CC1)N)(C)C